O=C1OC2=C(C=CC1)C=CC=C2 oxo-benzoxepin